N-(4-(((1-(3-chloro-4-(2-chloroethoxy)-5-cyanophenyl)-1H-indol-5-yl)oxy)methyl)pyrimidin-2-yl)methanesulfonamide ClC=1C=C(C=C(C1OCCCl)C#N)N1C=CC2=CC(=CC=C12)OCC1=NC(=NC=C1)NS(=O)(=O)C